CNCCCCCCCCN n-methyl-1,8-octanediamine